O1C(=CC=C1)C=1N=C2N(C=CC(=C2)NC)C1 N-(2-Furan-2-yl-imidazo[1,2-a]pyridin-7-yl)-methyl-amine